benzyl (2S)-2-(cyanomethyl)-4-[2-[4-(2-hydroxyethyl)piperazin-1-yl]-6-[(3-methoxy-1-naphthyl)carbamoyl]pyrimidin-4-yl]piperazine-1-carboxylate C(#N)C[C@@H]1N(CCN(C1)C1=NC(=NC(=C1)C(NC1=CC(=CC2=CC=CC=C12)OC)=O)N1CCN(CC1)CCO)C(=O)OCC1=CC=CC=C1